C(C)OC=1C=C(C=C(C1)\C=C\C1=CC(=CC=C1)C(F)(F)F)C=1C(=NNN1)C#N 5-{3-ethoxy-5-{(E)-2-(3-trifluoromethyl-phenyl)-vinyl}-phenyl}-2H-[1,2,3]triazole-4-carbonitrile